COC1=C2NC3=C(C=NC(NC=4C=CC=C(CN(CC(C=C1C1=NN(C=N1)C)=C2)C)C4)=N3)C(=O)OCC Ethyl 10-methoxy-15-methyl-11-(1-methyl-1,2,4-triazol-3-yl)-2,4,8,15,23-pentazatetracyclo[15.3.1.13,7.19,13]tricosa-1(21),3(23),4,6,9,11,13(22),17,19-nonaene-6-carboxylate